ClC1CC(C(CC1Cl)C(=O)O)C(=O)O 4,5-dichloro-1,2-cyclohexanedicarboxylic acid